ClC1=C(C=CC=C1F)[C@@H](C)NC(=O)N1[C@@H](CN(CC1)C1=C(C=NC=C1)F)C (R)-N-((R)-1-(2-Chloro-3-fluorophenyl)ethyl)-4-(3-fluoropyridin-4-yl)-2-methylpiperazine-1-carboxamide